2-{4-[(2-{3-[(4-methanesulfonyl-2-methoxyphenyl) amino]prop-1-yn-1-yl}-1-(2,2,2-trifluoroethyl)-1H-indol-4-yl)amino]piperidin-1-yl}ethyl propanoate C(CC)(=O)OCCN1CCC(CC1)NC1=C2C=C(N(C2=CC=C1)CC(F)(F)F)C#CCNC1=C(C=C(C=C1)S(=O)(=O)C)OC